4-[5-({6-[(±)-4-hydroxy-3,4-dimethyl-5,6-dihydrocyclopenta[c]pyrazol-1(4H)-yl]pyrimidin-4-yl}amino)-1,4-dimethyl-1H-pyrazol-3-yl]benzonitrile O[C@@]1(CCC=2N(N=C(C21)C)C2=CC(=NC=N2)NC2=C(C(=NN2C)C2=CC=C(C#N)C=C2)C)C |r|